CC1C(NC(NC1)=O)=O 5,6-dihydro-5-methyluracil